C1(=CC=C(C=C1)C=1C(=C(C(C1C1=CC=C(C=C1)C(C)CCCCCBr)=O)C1=CC=CC=C1)C1=CC=C(C=C1)C(C)CCCCCBr)C=1C(=C(C(C1C1=CC=C(C=C1)C(C)CCCCCBr)=O)C1=CC=CC=C1)C1=CC=C(C=C1)C(C)CCCCCBr 4,4'-(1,4-phenylene)bis(3,5-bis(4-(7-bromoheptan-2-yl)phenyl)-2-phenylcyclopenta-2,4-dien-1-one)